N-{[4-(6-methylpyrazine-2-sulfonyl)phenyl]methyl}thieno[2,3-c]pyridine-2-carboxamide CC1=CN=CC(=N1)S(=O)(=O)C1=CC=C(C=C1)CNC(=O)C1=CC=2C(=CN=CC2)S1